1-(4-(2-methoxyethoxy)phenyl)ethan-1-ol ethyl-1-cyclopropyl-6,7-difluoro-1,4-dihydro-8-methoxy-4-oxoquinoline-3-carboxylate C(C)C=1N(C2=C(C(=C(C=C2C(C1C(=O)OC(C)C1=CC=C(C=C1)OCCOC)=O)F)F)OC)C1CC1